cis-3-(4-(methoxycarbonyl)phenyl)-1-propylcycloheptane-1-carboxylic acid COC(=O)C1=CC=C(C=C1)[C@@H]1C[C@@](CCCC1)(C(=O)O)CCC